FC(F)(F)OC(C1=C(C(=C(C=C1)OC)OC)OC)=O trimethoxybenzoic acid trifluoromethyl ester